6-(2,6-difluoro-4-(2-methyl-2H-indazol-4-yl)benzyl)-N-((1S,2S)-2-hydroxycyclohexyl)-5-oxo-5,6-dihydroimidazo[1,2-c]pyrimidine-8-carboxamide FC1=C(CN2C(N3C(C(=C2)C(=O)N[C@@H]2[C@H](CCCC2)O)=NC=C3)=O)C(=CC(=C1)C=1C3=CN(N=C3C=CC1)C)F